FC1(CC2=C(N=CN=C2OC=2C=C(C#N)C=C(C2)F)C1=O)F 3-((6,6-difluoro-7-oxo-6,7-dihydro-5H-cyclopenta[d]pyrimidin-4-yl)oxy)-5-fluorobenzonitrile